Bromo-1'-(1-methyl-1H-pyrazol-5-yl)spiro[cyclohexane-1,3'-indolin]-2'-one BrC1=C2C3(C(N(C2=CC=C1)C1=CC=NN1C)=O)CCCCC3